NC=1C(=C(C(=CC1)C(F)(F)F)[C@@H]1CC=2N=C(N=CC2CO1)OC[C@]12CCCN2C[C@@H](C1)F)F (S)-7-(3-amino-2-fluoro-6-(trifluoromethyl)phenyl)-2-(((2R,7aS)-2-fluorotetrahydro-1H-pyrrolizin-7a(5H)-yl)methoxy)-7,8-dihydro-5H-pyrano[4,3-d]pyrimidin